C(C1=CC=CC=C1)OC1=NC(=CC=C1C1=CC(=C(C=C1)N1CCC(CC1)C1=C(C=C(C=C1)B1OC(C(O1)(C)C)(C)C)F)F)OCC1=CC=CC=C1 2,6-Bis(benzyloxy)-3-(3-fluoro-4-(4-(2-fluoro-4-(4,4,5,5-tetramethyl-1,3,2-dioxaborolan-2-yl)phenyl)piperidin-1-yl)phenyl)pyridine